COC1=CC=C(CN(S(=O)(=O)C2=C(C=CC(=C2C=2N=NN(N2)CC2=CC=C(C=C2)OC)N2C(C(CCC2)=NO)=O)S(=O)(=O)N[C@H]2CN(CC2)C(=O)OC(C)(C)C)CC2=CC=C(C=C2)OC)C=C1 (R)-tert-butyl 3-(2-(N,N-bis(4-methoxybenzyl)sulfamoyl)-4-(3-(hydroxyimino)-2-oxopiperidin-1-yl)-3-(2-(4-methoxybenzyl)-2H-tetrazol-5-yl)phenylsulfonamido)pyrrolidine-1-carboxylate